COC(=O)C=1C(C(=C(OC1C)N)C#N)C=1SC(=C(N1)C)C 2-amino-3-cyano-4-(4,5-dimethyl-2-thiazolyl)-6-methyl-4H-pyran-5-carboxylic acid methyl ester